4-(4-((1-(4-((S)-2-(3-Chloro-4-cyanophenyl)-3-methyl-2,8-diazaspiro[4.5]decan-8-yl)benzoyl)piperidin-4-yl)meth-yl)piperazin-1-yl)-N-((R)-2,6-dioxopiperidin-3-yl)-2-fluorobenzamide ClC=1C=C(C=CC1C#N)N1CC2(C[C@@H]1C)CCN(CC2)C2=CC=C(C(=O)N1CCC(CC1)CN1CCN(CC1)C1=CC(=C(C(=O)N[C@H]3C(NC(CC3)=O)=O)C=C1)F)C=C2